(R)-3-(5-(ethoxymethyl)-2-ethynylpyrimidin-4-yl)-10-methyl-9,10,11,12-tetrahydro-8H-[1,4]diazepino[5',6':4,5]thieno[3,2-f]quinolin C(C)OCC=1C(=NC(=NC1)C#C)C1=NC=2C=CC3=C(C2C=C1)C1=C(S3)CN[C@@H](CN1)C